C1=2C3=NC=CN3C=CC2C=C(N1)C(=O)OCC ethyl 3,6,12-triazatricyclo[7.3.0.02,6]dodeca-1(9),2,4,7,10-pentaene-11-carboxylate